CC(/C=C/C=1C=C2C=CC(=CC2=CC1)O)CCC=C(C)C (E)-6-(3,7-dimethyloct-1,6-dienyl)naphthalen-2-ol